N1CCC2(CC1)CNC1=CC=CC=C12 dihydrospiro[indole-3,4'-piperidine]